CC1CC2C(=O)OC(=O)C1C2(C)C (±)-camphoric anhydride